(2S,3S)-2-(3-((S)-3-amino-1-(5-((R)-1-amino-2-hydroxyethyl)-4H-1,2,4-triazol-3-yl)-3-oxopropyl)ureido)-3-hydroxybutyric acid NC(C[C@@H](C1=NN=C(N1)[C@H](CO)N)NC(N[C@H](C(=O)O)[C@H](C)O)=O)=O